5-[(3S)-2-[1-(4-Amino-5-fluoro-pyrimidin-2-yl)piperidine-4-carbonyl]isoxazolidin-3-yl]pyridine-3-carbonitrile NC1=NC(=NC=C1F)N1CCC(CC1)C(=O)N1OCC[C@H]1C=1C=C(C=NC1)C#N